propyl-valeronitrile C(CC)C(C#N)CCC